NCC=1OC2=C(C1)C=C(C=C2Cl)C=2C=CC(=C(C2)C(=O)N2CCOCC2)F (5-(2-(aminomethyl)-7-chlorobenzofuran-5-yl)-2-fluorophenyl)(morpholino)methanone